N-(2-(4,4-difluorocyclohexyl)-4-(2,5-difluorophenyl)pyridin-3-yl)-3-isopropyl-1,2,4-oxadiazole-5-carboxamide FC1(CCC(CC1)C1=NC=CC(=C1NC(=O)C1=NC(=NO1)C(C)C)C1=C(C=CC(=C1)F)F)F